methyl [(6S)-4-{4'-[({4-[(3-cyano-1H-indol-7-yl)sulfamoyl]phenyl}methyl)carbamoyl][1,1'-biphenyl]-4-yl}-2,3,9-trimethyl-6H-thieno[3,2-f][1,2,4]triazolo[4,3-a][1,4]diazepin-6-yl]acetate C(#N)C1=CNC2=C(C=CC=C12)NS(=O)(=O)C1=CC=C(C=C1)CNC(=O)C1=CC=C(C=C1)C1=CC=C(C=C1)C1=N[C@H](C=2N(C3=C1C(=C(S3)C)C)C(=NN2)C)CC(=O)OC